OC1CN(CC1)CCCOC=1C(=C(C=CC1)C1=C2CCN(C2=CC=C1)C(=O)C1=NC2=C(CNCC2)N1C)C (4-(3-(3-(3-hydroxypyrrolidin-1-yl)propoxy)-2-methylphenyl)indoline-1-yl)(3-methyl-4,5,6,7-tetrahydro-3H-imidazo[4,5-c]pyridin-2-yl)methanone